Br.N1(CCNCC1)CCN(CCC)C1=C(C=2CCCCC2C=C1)O ((2-(piperazin-1-yl)ethyl)(propyl)amino)-5,6,7,8-tetrahydronaphthalen-1-ol hydrobromide salt